Methyl (3'R,4'S,5'R)-6''-chloro-4'-(3-chloro-2-fluorophenyl)-1'-((1R,2S)-2-hydroxy-1,2-diphenylethyl)-2''-oxodispiro[cyclohexane-1,2'-pyrrolidine-3',3''-indoline]-5'-carboxylate ClC1=CC=C2[C@@]3(C(NC2=C1)=O)C1(N([C@H]([C@@H]3C3=C(C(=CC=C3)Cl)F)C(=O)OC)[C@@H]([C@H](C3=CC=CC=C3)O)C3=CC=CC=C3)CCCCC1